2-Ethoxytetrahydrofuran C(C)OC1OCCC1